1-((R)-7-((3S,4R)-4-(2-chloro-4-fluorophenyl)-6,6-dimethyltetrahydro-2H-pyran-3-carbonyl)-5,5-difluoro-8-methyl-2,7-diazaspiro[3.5]nonan-2-yl)prop-2-en-1-one ClC1=C(C=CC(=C1)F)[C@H]1[C@@H](COC(C1)(C)C)C(=O)N1CC(C2(CN(C2)C(C=C)=O)C[C@H]1C)(F)F